bis(2-methoxyethyl)(trifluoromethylthio)amine COCCN(SC(F)(F)F)CCOC